[F-].[Fe+2].[Ni+2].[F-].[F-].[F-] Nickel-iron fluoride